C1(=CC=CC=C1)C(C(=C)C1=CC=C(C=C1)C)=O 1-phenyl-2-(p-tolyl)prop-2-en-1-one